bis-[4-(vinyloxy)butyl](4-methyl-1,3-phenylene)biscarbamate C(=C)OCCCCOC(NC1=CC(=C(C=C1)C)NC(OCCCCOC=C)=O)=O